3-butyl-8-hydroxy-3-methyl-7-(methylsulfanyl)-5-phenyl-2,3,4,5-tetrahydro-1,5-benzothiazepine 1,1-dioxide C(CCC)C1(CS(C2=C(N(C1)C1=CC=CC=C1)C=C(C(=C2)O)SC)(=O)=O)C